ethyl 2-ethylacrylate C(C)C(C(=O)OCC)=C